COC1=CC=C(C=C1)C(CC)C 1-methoxy-4-(1-methylpropyl)-benzene